BrCC1=C(C(=CC=C1)C1=CC=C(C=C1)C(F)(F)F)C(=O)OC Methyl 3-(bromomethyl)-4'-(trifluoromethyl)-[1,1'-biphenyl]-2-carboxylate